C(C(=O)O)C(CC(=O)[O-])(C(=O)O)O The molecule is a citrate(1-) that is the conjugate acid of 2-(carboxymethyl)-2-hydroxysuccinate. It is a conjugate acid of a 3-carboxy-3-hydroxypentanedioate and a 2-(carboxymethyl)-2-hydroxysuccinate. It is a tautomer of a 3-carboxy-2-(carboxymethyl)-2-hydroxypropanoate.